N-[2-[2-[[7-(5-Methyl-1,2,4-oxadiazol-3-yl)-1-isoquinolyl]amino]ethyl]-3-oxo-isoindolin-5-yl]propanamide CC1=NC(=NO1)C1=CC=C2C=CN=C(C2=C1)NCCN1CC2=CC=C(C=C2C1=O)NC(CC)=O